(4R)-4-cyano-4-methyl-N-[[4-(1-phenylazetidin-3-yl)-2-pyridinyl]methyl]isochroman-6-carboxamide C(#N)[C@@]1(COCC2=CC=C(C=C12)C(=O)NCC1=NC=CC(=C1)C1CN(C1)C1=CC=CC=C1)C